C1(=CC=CC=C1)P(C1=CC=CC=C1)CC1NCCC1 2-(diphenylphosphinomethyl)-pyrrolidine